CC1=C(CN2N=CC3=CC=C(C=C23)C=2C(=CC(N(C2)C)=O)OCC)C(=CC=C1)C 5-(1-(2,6-dimethylbenzyl)-1H-indazol-6-yl)-4-ethoxy-1-methylpyridin-2(1H)-one